C(C)(C)(C)OC(=O)N1CCC(CC1)[C@](CC)(O)C1=CC(=C(C(=C1)C(=O)OC)C(C1=CC=C(C=C1)Cl)=O)F 4-[(1S)-1-[4-(4-chlorobenzoyl)-3-fluoro-5-(methoxycarbonyl)phenyl]-1-hydroxypropyl]piperidine-1-carboxylic acid tert-butyl ester